[Methyl p-toluenesulfonate] Methyl-p-toluenesulfonate COS(=O)(=O)C1=CC=C(C)C=C1.CCC1=CC=C(C=C1)S(=O)(=O)O